CN(C(O)=O)C1=NC=C(C=C1)C1=CN=C2N1C=C(C=C2)C(=O)N2CCCC1=C(C(=CC=C21)Br)F.C(C)(=O)C=2C(=C(C(=CC2)O)C=2C(=CC=CC2)O)C(C)=O diacetyl-biphenol methyl-N-[5-[6-(6-bromo-5-fluoro-3,4-dihydro-2H-quinoline-1-carbonyl)imidazo[1,2-a]pyridin-3-yl]-2-pyridyl]carbamate